C[C@@H]1O[C@@H](CN(C1)C1=NC=C(C(=C1)NC(C1=NC(=CC=C1)C=1C=NN(C1)CC)=O)C(F)(F)F)C N-(2-((2S,6R)-2,6-dimethylmorpholino)-5-(trifluoromethyl)pyridin-4-yl)-6-(1-ethyl-1H-pyrazol-4-yl)picolinamide